3α-azido-5α-androstane N(=[N+]=[N-])[C@H]1C[C@@H]2CC[C@H]3[C@@H]4CCC[C@@]4(C)CC[C@@H]3[C@]2(CC1)C